COC(C(CC)O)(C1=CC=C(C=C1)N1CCOCC1)OC 1,1-dimethoxy-1-(4-morpholinophenyl)butan-2-ol